CC1([C@@H]([C@@H]1CC(C)=O)CC=O)C 2-((1r,3s)-2,2-dimethyl-3-(2-oxopropyl)cyclopropyl)acetaldehyde